N-(2-chloro-4-((trifluoromethyl)thio)phenyl)acetamide ClC1=C(C=CC(=C1)SC(F)(F)F)NC(C)=O